BrC=1C=C(C=CC1)N1N=C(C=C1C)C 1-(3-bromophenyl)-3,5-dimethylpyrazole